naphthaleneOne C1(CC=CC2=CC=CC=C12)=O